FC(CCC(C(=O)OC(C)(C)C)(C)C1=CC(=CC=C1)C[C@@H](C(=O)OC)C)(CO)F tert-butyl 5,5-difluoro-6-hydroxy-2-(3-((S)-3-methoxy-2-methyl-3-oxopropyl)phenyl)-2-methylhexanoate